tert-Butyl ((1r,4r)-4-(6-cyano-1-(4-phenoxybenzyl)-1H-indole-2-carboxamido) cyclohexyl)carbamate C(#N)C1=CC=C2C=C(N(C2=C1)CC1=CC=C(C=C1)OC1=CC=CC=C1)C(=O)NC1CCC(CC1)NC(OC(C)(C)C)=O